3,4-dihydro-2H-1,3-oxazine O1CNCC=C1